methyl 3-fluoro-4-((N-(3-((4-(methylsulfonyl)piperazin-1-yl)methyl)phenyl)ethylsulfonamido)methyl)benzoate FC=1C=C(C(=O)OC)C=CC1CN(S(=O)(=O)CC)C1=CC(=CC=C1)CN1CCN(CC1)S(=O)(=O)C